3-(4-(4-(1,4-Dimethyl-2-(4-(methylsulfonyl)phenyl)-1H-pyrrolo[3,2-c]pyridin-6-yl)-2,3-difluorophenyl)piperazin-1-yl)propan-1-ol CN1C(=CC=2C(=NC(=CC21)C2=C(C(=C(C=C2)N2CCN(CC2)CCCO)F)F)C)C2=CC=C(C=C2)S(=O)(=O)C